1-trifluoromethyl-2,3,4,5,6-pentafluorobenzene FC(C1=C(C(=C(C(=C1F)F)F)F)F)(F)F